C(C)(=O)C1=CSC=2C1=NC(=CC2C(F)(F)F)N2CCC1(CN(C1)C(CC(C)C)=O)CC2 1-(7-(3-acetyl-7-(trifluoromethyl)thieno[3,2-b]pyridin-5-yl)-2,7-diazaspiro[3.5]non-2-yl)-3-methylbutan-1-one